vinyl chloride 2-hydroxypropyl-acrylate OC(COC(C=C)=O)C.C(=C)Cl